CN1C(=NN=C1)C[C@@H](C)C1=CC(=NC=C1)NC(C1=NC(=CC=C1)C(F)(F)F)=O (R)-N-(4-(1-(4-methyl-4H-1,2,4-triazol-3-yl)propan-2-yl)pyridin-2-yl)-6-(trifluoromethyl)picolinamide